tert-butyl(5-((2-(benzyloxy)ethyl)amino)pentyl)carbamate C(C)(C)(C)OC(NCCCCCNCCOCC1=CC=CC=C1)=O